9-ethyl-6-amino-9H-carbazole-3-carbaldehyde C(C)N1C2=CC=C(C=C2C=2C=C(C=CC12)C=O)N